Cl.ClC1=C(C=CC=C1Cl)C(CC)N 1-(2,3-dichlorophenyl)propan-1-amine hydrochloride